N-(5-(1,1-dimethylethyl)-2-ethoxyphenyl)-N'-(2-ethylphenyl)ethanediamide tert-butyl-6-[(1-methyl-7-oxo-pyrazolo[3,4-c]pyridin-6-yl)methyl]-2-azaspiro[3.3]heptane-2-carboxylate C(C)(C)(C)OC(=O)N1CC2(C1)CC(C2)CN2C(C1=C(C=C2)C=NN1C)=O.CC(C)(C)C=1C=CC(=C(C1)NC(C(=O)NC1=C(C=CC=C1)CC)=O)OCC